S(O)(O)(=O)=O.[Re].[Mo] molybdenum-rhenium sulfuric acid